FC=1C=C(CN2CCC(CC2)(O)C=2C=C3C(N(C(C3=CC2)=O)C2C(NC(CC2)=O)=O)=O)C=CC1F 5-(1-(3,4-difluorobenzyl)-4-hydroxypiperidin-4-yl)-2-(2,6-dioxopiperidin-3-yl)isoindoline-1,3-dione